(1'R,2'R)-5'-methyl-2'-(prop-1-en-2-yl)-4-tridecyl-1',2',3',4'-tetrahydro-[1,1'-biphenyl]-2,6-diol CC=1CC[C@H]([C@@H](C1)C=1C(=CC(=CC1O)CCCCCCCCCCCCC)O)C(=C)C